[N+](=O)([O-])C=1C=C(C=CC1)OS(=O)(=O)C1=CC=C(C=C1)C 3-nitrophenyl-4-methylbenzenesulfonate